O1C[C@@H](CC12CCCC2)OC2=NN=C(S2)NC(=O)C=2C=NC(=CC2C2=CC(=NC=C2OC)Cl)C |r| rac-N-(5-((1-oxaspiro(4.4)nonan-3-yl)oxy)-1,3,4-thiadiazol-2-yl)-2'-chloro-5'-methoxy-6-methyl-(4,4'-bipyridine)-3-carboxamide